ClC1=CC(=NC=C1)CNC1=C2N=CN(C2=NC(=N1)C=1C=NC=C(C1)Cl)[C@H]1[C@@H]([C@@H]([C@H](O1)C(=O)NC)O)O (2s,3s,4r,5r)-5-(6-((4-chloropyridin-2-yl)methylamino)-2-(5-chloropyridin-3-yl)-9H-purin-9-yl)-3,4-dihydroxy-N-methyl-tetrahydrofuran-2-carboxamide